Cl.S1C=NC=C1 thiazole hydrochloride